5'-chloro-N-(2,3-dihydro-1,4-benzodioxin-2-ylmethyl)-7'-oxo-7',8'-dihydro-6'H-spiro[cyclohexane-1,9'-furo[2,3-f]quinazoline]-2'-carboxamide ClC=1C=C2C(=C3C4(NC(NC13)=O)CCCCC4)OC(=C2)C(=O)NCC2COC4=C(O2)C=CC=C4